CS(=O)(=O)CCOC(=O)C(C)NC(=O)C(CC(C(CCSC)N)SS)CC1=CSC=C1 1-(2-(1-(2-methanesulfonylethoxycarbonyl)-ethylcarbamoyl)-3-thiophen-3-ylpropyl-disulfanylmethyl)-3-methylsulfanylpropyl-amine